BrC1=NN2C(C(N(CC2)C)=O)=C1 2-bromo-5-methyl-6,7-dihydropyrazolo[1,5-a]pyrazin-4(5H)-one